[W](=S)=S.[Ag] silver-tungsten disulfide